ClC1=CC=C(C=C1)S(=O)(=O)NCCN1CCC(CC1)CN1N=NC(=C1)C1=CNC2=CC=C(C=C12)F 4-Chloro-N-(2-(4-((4-(5-fluoro-1H-indol-3-yl)-1H-1,2,3-triazol-1-yl)methyl)piperidin-1-yl)ethyl)benzenesulfonamide